2-(4-(8-(4-chlorophenyl)-2-methyl-1H-imidazo[4,5-c]quinolin-1-yl)phenyl)-2-methylpropanenitrile ClC1=CC=C(C=C1)C1=CC=2C3=C(C=NC2C=C1)N=C(N3C3=CC=C(C=C3)C(C#N)(C)C)C